C(C)S(=O)(=O)C1=CC=C(CNC(C2=CC(=C(C=C2)NC(C)C)[N+](=O)[O-])=O)C=C1 N-(4-(ethylsulfonyl)benzyl)-4-(isopropylamino)-3-nitrobenzamide